N,N-diphenylphosphinoisopropylamine C1(=CC=CC=C1)PN(PC1=CC=CC=C1)C(C)C